ClC1=CC=C2C(=N1)N(C=C2)C2=NC(=C(C(=N2)OC)C(C(F)F)([2H])[2H])OC 6-chloro-N-[5-(1,1-dideuterio-2,2-difluoro-ethyl)-4,6-dimethoxy-pyrimidin-2-yl]-1H-pyrrolo[2,3-b]pyridine